ClC1=CC=C2C(=N1)OC(C2=O)C(=O)OCC ethyl 6-chloro-3-oxo-furo[2,3-b]pyridine-2-carboxylate